C[C@](C1=CC=C(C=C1)C(=O)O)(C(=O)O)N The molecule is a non-proteinogenic alpha-amino acid that is alanine in which the alpha-hydrogen is replaced by a 4-carboxyphenyl group (the S-enantiomer). It is a non-selective group I/group II metabotropic glutamate receptor (mGluR) antagonist. It has a role as a metabotropic glutamate receptor antagonist.